N[C@H]1CN(CCC1)C1=NC=2N(C(NC(C2N1CC#CC)=O)=O)C 8-[(R)-3-amino-piperidin-1-yl]-3,7-dihydro-3-methyl-7-(2-butynyl)-1H-purine-2,6-dione